(((tert-butyldimethylsilyl)oxy)methyl)cyclopropanecarboxylic acid [Si](C)(C)(C(C)(C)C)OCC1(CC1)C(=O)O